FC1(CC1)C1=CC=C(C=C1)NC(OC1=CC=CC=C1)=O phenyl (4-(1-fluorocyclopropyl)phenyl)carbamate